(S)-3-((7-(6-chloro-1-(pyrrolidin-3-yl)-1,2,3,4-tetrahydroquinolin-8-yl)thieno[3,2-b]pyridin-2-yl)methyl)-1-(2-(difluoromethoxy)ethyl)pyrimidine-2,4(1H,3H)-dione, formic acid salt C(=O)O.ClC=1C=C2CCCN(C2=C(C1)C1=C2C(=NC=C1)C=C(S2)CN2C(N(C=CC2=O)CCOC(F)F)=O)[C@@H]2CNCC2